CN(C(=O)C1=NC=CC(=C1)NC(O[C@H](C)[C@H](C)OC1=CC2=C(N=C(S2)C2=C3N=CC(=NC3=CC(=C2)C)OC)C=C1F)=O)C (2R,3S)-3-((5-fluoro-2-(2-methoxy-7-methylquinoxalin-5-yl)benzo[d]thiazol-6-yl)oxy)butan-2-yl (2-(dimethylcarbamoyl)pyridin-4-yl)carbamate